FC=1C=C2C(=NC1)N(C=C2C#CC=2C=CC1=C(N=C(O1)N1CCOCC1)C2)C 5-((5-fluoro-1-methyl-1H-pyrrolo[2,3-b]pyridin-3-yl)ethynyl)-2-morpholinobenzo[d]oxazole